FC=1C(=NC(=NC1)NC1=CC=CC=C1)NC1CCN(CC1)C(C=C)=O 1-(4-(5-fluoro-2-(phenylamino)pyrimidin-4-ylamino)piperidin-1-yl)prop-2-en-1-one